C(C1=CC=CC=C1)OC(=O)N1CC(C1)CO[C@H]1[C@@H](CN(CC1)C(=O)OC(C)(C)C)F tert-butyl (3R,4R)-4-[(1-benzyloxycarbonyl azetidin-3-yl) methoxy]-3-fluoro-piperidine-1-carboxylate